ClC=1C=C2CCC[C@]3(C2=CC1)CN(C1=C(OC3)C=CC(=C1)C(=O)[O-])C[C@H]1[C@@H](CC1)[C@H](C=C)O (S)-6'-chloro-5-(((1R,2R)-2-((S)-1-hydroxyallyl) cyclobutyl) methyl)-3',4,4',5-tetrahydro-2H,2'H-spiro[benzo[b][1,4]oxazepine-3,1'-naphthalene]-7-carboxylate